[Na].COC(C(CCCCCCCCCCCCCC)S(=O)(=O)O)=O 2-sulfohexadecanoic acid 1-methyl ester sodium